(S)-4-(3-amino-2-(dimethylamino)propyl)-3-chlorobenzamide NC[C@H](CC1=C(C=C(C(=O)N)C=C1)Cl)N(C)C